FC(OC=1C=CC(=C(C1)C1=NN(C=2C[C@@H](CCC12)C(=O)NC1(CS(C1)(=O)=O)C)[C@H]1[C@H](CCC1)O)F)F (R)-3-(5-(difluoromethoxy)-2-fluorophenyl)-1-((1R,2S)-2-hydroxycyclopentyl)-N-(3-methyl-1,1-dioxidothietan-3-yl)-4,5,6,7-tetrahydro-1H-indazole-6-carboxamide